C(C(C)C)N1C(C=C(C=C1)B(O)O)=O (1-isobutyl-2-oxo-1,2-dihydropyridin-4-yl)boronic acid